(E)-N-(2-((3R,5R)-3-Fluoro-5-((5-(trifluoromethyl)pyrimidin-2-yl)amino)piperidin-1-yl)-1,6-dimethyl-1H-benzo[d]imidazol-5-yl)-4-hydroxy-4-methylpent-2-enamide F[C@H]1CN(C[C@@H](C1)NC1=NC=C(C=N1)C(F)(F)F)C1=NC2=C(N1C)C=C(C(=C2)NC(\C=C\C(C)(C)O)=O)C